6-bromo-4-(3-fluoro-4-(6-(oxetan-3-yl)-2,6-diazaspiro[3.3]heptan-2-yl)phenyl)quinazoline BrC=1C=C2C(=NC=NC2=CC1)C1=CC(=C(C=C1)N1CC2(C1)CN(C2)C2COC2)F